ClC1=CC(=C(C=C1SC=1C(=NC=CC1)O)N1C(N(C(=CC1=O)C(F)(F)F)C)=O)F 3-{4-Chloro-2-fluoro-5-[(2-hydroxypyridin-3-yl)sulfanyl]phenyl}-1-methyl-6-(trifluoromethyl)pyrimidin-2,4(1H,3H)-dion